6-(2-amino-5-(4-((1R,5S)-3-(2-fluoroethyl)-3-azabicyclo[3.1.0]hexan-1-yl)phenyl)pyridin-3-yl)-7-fluoro-3,4-dihydroisoquinolin-1(2H)-one NC1=NC=C(C=C1C=1C=C2CCNC(C2=CC1F)=O)C1=CC=C(C=C1)[C@@]12CN(C[C@H]2C1)CCF